4-(5-(2-chloro-5-(isobutyramidomethyl)benzamido)-1-methyl-1H-indole-2-carboxamido)benzoic acid ClC1=C(C(=O)NC=2C=C3C=C(N(C3=CC2)C)C(=O)NC2=CC=C(C(=O)O)C=C2)C=C(C=C1)CNC(C(C)C)=O